N-[8-amino-6-(2-hydroxy-4-methyl-3-pyridyl)-3-isoquinolyl]-2-fluoro-cyclopropane-1-carboxamide NC=1C=C(C=C2C=C(N=CC12)NC(=O)C1C(C1)F)C=1C(=NC=CC1C)O